N1=C2C(=CC(=C1)C(=O)N)COCC2 7,8-dihydro-5H-pyrano[4,3-b]Pyridine-3-carboxamide